1-cyclohexyl-cyclohexene C1(CCCCC1)C1=CCCCC1